C(OC(C)C(=CCC)CCCCCC)([O-])=O Dec-3-en-4-ylethyl carbonate